2-(4-((3,4-dichlorobenzyl)carbamoyl)-2'-(trifluoromethyl)-[1,1'-biphenyl]-3-yl)acetic acid ClC=1C=C(CNC(=O)C2=C(C=C(C=C2)C2=C(C=CC=C2)C(F)(F)F)CC(=O)O)C=CC1Cl